2-Cyclopropylpyrrolo[2,3-b]pyridin C1(CC1)C1=CC=2C(=NC=CC2)N1